FC=1C(=CC=2C3=C(NC(C2C1)=O)COC[C@@H]3N(C(=O)C3=CC1=C(N=CO1)C=C3)C)F (R)-N-(8,9-difluoro-6-oxo-1,4,5,6-tetrahydro-2H-pyrano[3,4-c]isoquinolin-1-yl)-N-methylbenzo[d]oxazole-6-carboxamide